[S-2].[La+2] lanthanum(II) sulfide